[Si](C)(C)(C(C)(C)C)O[C@H]1C[C@@H](O[C@@H]1[C@H](C)O)N1C(NC(C(=C1)F)=O)=O 1-((2R,4S,5R)-4-((tert-butyldimethylsilyl)oxy)-5-((S)-1-hydroxyethyl)tetrahydrofuran-2-yl)-5-fluoropyrimidine-2,4(1H,3H)-dione